5-methyl-2H-benzotriazole CC1=CC=2C(=NNN2)C=C1